4-(2-methyl-4-nitrophenyl)morpholine CC1=C(C=CC(=C1)[N+](=O)[O-])N1CCOCC1